tert-butyl (3-chlorophenyl)(2-cyano-2-((6-cyanoisoquinolin-4-yl)amino)ethyl)carbamate ClC=1C=C(C=CC1)N(C(OC(C)(C)C)=O)CC(NC1=CN=CC2=CC=C(C=C12)C#N)C#N